(1r,3r)-3-(4-cyclopropylpiperazin-1-yl)cyclobutan-1-amine C1(CC1)N1CCN(CC1)C1CC(C1)N